CC1CC=2C=NNC2CC1 5-methyl-4,5,6,7-tetrahydro-1H-indazol